ClC1=NC=C(C=N1)B1OC(C(O1)(C)C)(C)C 2-(2-chloro-5-pyrimidinyl)-4,4,5,5-tetramethyl-1,3,2-dioxaborolane